ClC1=NC2=CC=CN=C2C(=C1C1=C(C=CC=C1)OC)Cl 2,4-dichloro-3-(2-methoxyphenyl)-1,5-naphthyridine